isophthalic acid (iso-pentyl) (iso-decyl) ester C(CCCCCCC(C)C)OC(C=1C=C(C(=O)OCCC(C)C)C=CC1)=O